C(C=C)(=O)OCCCCCCOC1=CC=C(C(=O)O)C=C1 4-([6-(acryloyloxy)hexyl]oxy)benzoic acid